ClCNC(=O)N1CCNCC1 N-(chloromethyl)piperazine-1-carboxamide